COC(C1=C(C=C2C3(CC(N(C2=N1)C(=O)OC(C)(C)C)C3)F)CN3C(OCCCC3)=O)OC tert-butyl 7-(dimethoxy methyl)-4-fluoro-6-((2-oxo-1,3-oxazepan-3-yl)methyl)-3,4-dihydro-2,4-methylene-1,8-naphthyridine-1(2H)-carboxylate